(S)-7-chloro-1-methyl-4-(1-(5-(((1-methylpiperidin-3-yl)amino)methyl)pyrimidin-2-yl)piperidin-4-yl)-1,4-dihydropyrido[2,3-b]pyrazine-2,3-dione ClC1=CC2=C(N(C(C(N2C)=O)=O)C2CCN(CC2)C2=NC=C(C=N2)CN[C@@H]2CN(CCC2)C)N=C1